(5S)-2,8-dibromo-9-chloro-7-(2,6-difluorophenyl)-5-methyl-5H-pyrimido[1,2-a][1,4]benzodiazepine-3-One BrC=1C(N=C2N(C3=C(C(=N[C@H]2C)C2=C(C=CC=C2F)F)C(=C(C=C3)Cl)Br)C1)=O